Cl.CN(C)C(C(=O)C1=CC=C(C=C1)F)CC (dimethylamino)-1-(4-fluorophenyl)butan-1-one hydrochloride